C(C)(C)(C)N(C(O)=O)CCCC1=NC(=NO1)CCC1=CC=C(C=C1)CCCCCCCC.C(C)(C)(C)C=1C(=CC(=C(C1)C(CCC)C1=C(C=C(C(=C1)C(C)(C)C)O)C)C)O 1,1-bis(5-t-butyl-4-hydroxy-2-methylphenyl)butane tert-butyl-(3-(3-(4-octylphenethyl)-1,2,4-oxadiazol-5-yl)propyl)carbamate